N-(5-chloro-quinolin-8-yl)-1-(cyclopropylmeth-yl)-1H-imidazole-5-sulfonamide ClC1=C2C=CC=NC2=C(C=C1)NS(=O)(=O)C1=CN=CN1CC1CC1